C(C1=CC=CC=C1)N1C(C2=C(C=3C=CC=NC13)CCN(C2)CC2=CC=C(C=C2)Cl)=O 6-benzyl-3-(4-chlorobenzyl)-2,3,4,6-tetrahydropyrido[3,4-c][1,8]naphthyridin-5(1H)-one